5,6,7,8-tetrahydropyrido[3,4-c]pyridazine N1=NC=CC2=C1CNCC2